1H-pyrazolyl-tert-butyl-phosphine N1(N=CC=C1)PC(C)(C)C